(2S,5R)-5-((2-cyclopropylethyl)(2-(2,6-dioxopiperidin-3-yl)-1-oxoisoindolin-4-yl)amino)-N-methyltetrahydro-2H-pyran-2-carboxamide C1(CC1)CCN([C@@H]1CC[C@H](OC1)C(=O)NC)C1=C2CN(C(C2=CC=C1)=O)C1C(NC(CC1)=O)=O